FC1(CCCCC1)CNC=1N=CC2=C(N1)NC=C2C2=CC=1N(C=C2)N=CC1C(=O)N1CCCCC1 (5-(2-(((1-fluorocyclohexyl)methyl)amino)-7H-pyrrolo[2,3-d]pyrimidin-5-yl)pyrazolo[1,5-a]pyridin-3-yl)(piperidin-1-yl)methanone